ClC=1N(C2=CC=CC=C2C1C=O)C1=CC=CC=C1 2-CHLORO-1-PHENYL-1H-INDOLE-3-CARBALDEHYDE